CC12C3C=CC(C(C31)=C)(C2C)C 1,5,8-trimethyl-6-methylidene-tricyclo[3.2.1.02,7]oct-3-en